C(CCCCC)C(C(=O)O)=CC1=CC=CC=C1 hexyl-cinnamic acid